4-(2-methoxyethyl)-7-(1H-pyrazol-5-yl)quinazoline-2,4-diamine COCCC1(NC(=NC2=CC(=CC=C12)C1=CC=NN1)N)N